ClC1=CC=C(C(=N1)C(=O)O)N[C@@H](C)C=1C=C(C=C2C(N(C(=NC12)N1CC2C(C2C1)(F)F)CC)=O)C 6-chloro-3-(((1S)-1-(2-(6,6-difluoro-3-azabicyclo[3.1.0]hexan-3-yl)-3-ethyl-6-methyl-4-oxo-3,4-dihydroquinazolin-8-yl)ethyl)amino)picolinic acid